3,6-dichlorophthalic acid monosodium salt [Na+].ClC1=C(C(C(=O)[O-])=C(C=C1)Cl)C(=O)O